4-bromonaphthalene-1-sulfonylchloride BrC1=CC=C(C2=CC=CC=C12)S(=O)(=O)Cl